C(C=C)(=O)OCCC1=C(C=CC=C1)C 2-(2-methylphenyl)ethyl acrylate